C(OCC1=CC=C(C=C1)NC([C@H](C)NC([C@H](C)NC(CCN1C(C=CC1=O)=O)=O)=O)=O)(OC1=CC=C(C=C1)[N+](=O)[O-])=O 4-((S)-2-((S)-2-(3-(2,5-dioxo-2,5-dihydro-1H-pyrrol-1-yl)propanamido)propanamido)propanamido)benzyl (4-nitrophenyl) carbonate